[1-(2-Fluoro-6-methyl-phenyl)-4-methyl-piperidin-4-yl]-carbamic acid tert-butyl ester C(C)(C)(C)OC(NC1(CCN(CC1)C1=C(C=CC=C1C)F)C)=O